tert-butyl (7-(methoxy(methyl)amino)-7-oxoheptyl)carbamate CON(C(CCCCCCNC(OC(C)(C)C)=O)=O)C